difluorobut-3-en FC(CC=C)F